COC1=CC=C2C=CN(C2=C1)C 6-methoxy-1-methyl-indol